N=1NN=C(C1)C(=O)OC methyl 2H-1,2,3-triazole-4-carboxylate